C(C1=CC=CC=C1)OC1=CC=CC(=N1)C1(CCN(CC1)C(=O)OC(C)(C)C)O tert-butyl 4-(6-(benzyloxy) pyridin-2-yl)-4-hydroxypiperidine-1-carboxylate